tert-butyl (R)-4-(3-((((1R,3S)-3-(hydroxymethyl)cyclopentyl)methyl)amino)-4-nitrophenyl)-2-(methoxymethyl)piperazine-1-carboxylate OC[C@@H]1C[C@@H](CC1)CNC=1C=C(C=CC1[N+](=O)[O-])N1C[C@@H](N(CC1)C(=O)OC(C)(C)C)COC